3-(2-chloro-3-(2-((1-methyl-1H-pyrazol-3-yl)methoxy)pyrimidin-5-yl)phenyl)piperidine-2,6-dione ClC1=C(C=CC=C1C=1C=NC(=NC1)OCC1=NN(C=C1)C)C1C(NC(CC1)=O)=O